C(#N)[C@H]1N(CCC1)C(CN1C[C@H](CC1)NC(=O)C=1C2=C(SC1)C=CC=C2)=O N-((S)-1-(2-((S)-2-cyanopyrrolidin-1-yl)-2-oxoethyl)pyrrolidin-3-yl)benzo[b]thiophene-3-carboxamide